P(=O)([O-])([O-])[O-].[NH4+].[Mg+2].[K+].C1(=CC=CC=C1)C1=CNC=2C1=NC(=CC2)C=2C=C(C=CC2)NC(C)=O N-(3-(3-phenyl-1H-pyrrolo[3,2-b]pyridin-5-yl)phenyl)acetamide potassium-magnesium ammonium phosphate